2-{4-[3-(trifluoromethyl)benzamido]Piperidinyl}benzothiazole-6-carboxylic acid ethyl ester C(C)OC(=O)C1=CC2=C(N=C(S2)N2CCC(CC2)NC(C2=CC(=CC=C2)C(F)(F)F)=O)C=C1